ClC=1C=C2C(=CC1)NC(C21CCN(CC1)CCOC1=CC=C(C=C1)S(=O)(=O)C1(CC1)C(=O)NC)=O 1-[4-(2-{5-chloro-2-oxo-1,2-dihydrospiro[indole-3,4'-piperidin]-1'-yl}ethoxy)benzenesulfonyl]-N-methylcyclopropane-1-carboxamide